COC1=C(SC=2N=C(N=C(C21)SC)C2=CC=CC=C2)C(=O)N2CCCCC2 (5-Methoxy-4-(methylthio)-2-phenylthieno[2,3-d]pyrimidin-6-yl)(piperidin-1-yl)methanone